[O-2].C(CCC)O[V+2](OCCCC)OCCCC tributoxyvanadium oxide